NC(C(=O)O)CCCC(N)=O amino-5-carbamoylpentanoic acid